ClC1=CC=C2C(CN=CC2=C1)C1=NC=CC=C1 7-chloro-4-(pyridin-2-yl)-3,4-dihydroisoquinoline